FC1=CC=C(C=C1)C1=NN(C=C1C=CC=1C=C(C(=O)O)C=CN1)C1=CC=CC=C1 2-(2-(3-(4-fluorophenyl)-1-phenyl-1H-pyrazol-4-yl)vinyl)isonicotinic acid